C1(=CC(O)=CC(O)=C1)\C=C\C1=CC=C(O)C=C1 (trans)-resveratrol